BrC/C=C/CN1N=CC=2N=C(N=C(C21)OC)Cl (E)-1-(4-bromobut-2-en-1-yl)-5-chloro-7-methoxy-1H-pyrazolo[4,3-d]pyrimidine